N=C(C(=O)O)C(=O)O iminomalonic acid